aza-azulene N1=CC=C2C=CC=CC=C12